CN1CCN(CC1)C1=CC=C(C=C1)SC1=CC2=C(NC(=N2)NC(OC)=O)C=C1 methyl (5-((4-(4-methylpiperazin-1-yl)phenyl)thio)-1H-benzo[d]imidazol-2-yl)carbamate